NC1=NC=C(C2=C1COC2)NC(C(=O)N2C(CCC(C2)C)C2=CC=1C(=NON1)C=C2)=O N-(4-amino-1,3-dihydro-furo[3,4-c]pyridin-7-yl)-2-(2-(benzo[c][1,2,5]oxadiazol-5-yl)-5-methylpiperidin-1-yl)-2-oxoacetamide